F[C@@H]1[C@@H](C(CN(C1)C)(C)C)NC(=O)C1=CC(=CC=2N(C=NC21)CC(F)(F)F)C#CCNC=2C(OC)=CC=C(C2)S(=O)(=O)C N-[(4R,5S)-5-fluoro-1-methyl-3,3-dimethyl-4-piperidyl]-6-[3-(4-mesyl-2-anisidino)-1-propynyl]-1-(2,2,2-trifluoroethyl)-1H-benzo[d]imidazole-4-carboxamide